N[C@H](C(=O)N1CCC(CC1)NC1CC1)CC1=CC(=C(C=C1)OC1=C2C(=NC=C1)NC=C2C)F (S)-2-amino-1-(4-(cyclopropylamino)piperidin-1-yl)-3-(3-fluoro-4-((3-methyl-1H-pyrrolo[2,3-b]pyridin-4-yl)oxy)phenyl)propan-1-one